C(C)(C)(C)OC(=O)N[C@@H](CCCNC(N)=O)C(=O)O N2-(tert-butoxycarbonyl)-N5-carbamoyl-L-ornithine